(R)-1-(1-acryloylpyrrolidin-3-yl)-3-(3-chloro-4-(4-(trifluoromethyl)phenoxy)phenyl)-1H-imidazo[4,5-c]pyridin-2(3H)-one C(C=C)(=O)N1C[C@@H](CC1)N1C(N(C=2C=NC=CC21)C2=CC(=C(C=C2)OC2=CC=C(C=C2)C(F)(F)F)Cl)=O